C1=NC(=CC2=CC=CC=C12)NC(NC1=NC(=CC(=N1)NCCNS(=O)(=O)C)C)=O N-(2-((2-(3-(isoquinolin-3-yl)ureido)-6-methylpyrimidin-4-yl)amino)ethyl)methanesulfonamide